1-((3,4-Dichlorophenyl)sulfonyl)-4-Benzylpiperidine ClC=1C=C(C=CC1Cl)S(=O)(=O)N1CCC(CC1)CC1=CC=CC=C1